C1(CC1)OC(=O)N1C[C@@H](CC1)NC(=O)OC(C)(C)C.C(#C)C=1SC=C(N1)NC(CCC1=CC=C(C=C1)C1=C2C=NN(C2=CC=C1)C)=O N-(2-Ethynylthiazol-4-yl)-3-(4-(1-methyl-1H-indazol-4-yl)phenyl)propanamide cyclopropyl-(R)-3-((tert-butoxycarbonyl)amino)pyrrolidine-1-carboxylate